ethyl 2-[(6-bromo-2-pyridyl)oxymethyl]thiazole-4-carboxylate BrC1=CC=CC(=N1)OCC=1SC=C(N1)C(=O)OCC